ClC=1C=CC(=C2C=CN(C(C12)=O)C)OC1CC2(CN(C2)CCC2=CC=3N(C=C2F)C=NN3)C1 8-chloro-5-[[2-[2-(6-fluoro-[1,2,4]triazolo[4,3-a]pyridin-7-yl)ethyl]-2-azaspiro[3.3]heptan-6-yl]oxy]-2-methyl-isoquinolin-1-one